S1C(=NC2=C1C=CC=C2)NC2=C(C1=C(N=N2)N(CCC1)C=1SC=C(N1)C(=O)O)C 2-{3-[(1,3-benzothiazol-2-yl)amino]-4-methyl-6,7-dihydropyrido[2,3-c]pyridazin-8(5H)-yl}-1,3-thiazole-4-carboxylic acid